2-{[2-(2-fluorophenyl)-6H-pyrrolo[2,3-c]pyridin-6-yl]methyl}-5-methyl-1,3-benzoxazole FC1=C(C=CC=C1)C=1C=C2C(=CN(C=C2)CC=2OC3=C(N2)C=C(C=C3)C)N1